3-Methyl-2-(4-nitrophenyl)undec-4-yn-2-ol CC(C(C)(O)C1=CC=C(C=C1)[N+](=O)[O-])C#CCCCCCC